NC=1S[C@](C[C@@](N1)(C)C1=C(C=CC(=C1)\C=C(\C1=NC=C(N=C1)OCC#C)/F)F)(C)C(=O)N1CCOCC1 ((4S,6S)-2-amino-4-(2-fluoro-5-((Z)-2-fluoro-2-(5-(prop-2-yn-1-yloxy)pyrazin-2-yl)vinyl)phenyl)-4,6-dimethyl-5,6-dihydro-4H-1,3-thiazin-6-yl)(morpholino)methanone